(E)-5-fluoro-1-isopropyl-2-styryl-1H-benzimidazole FC1=CC2=C(N(C(=N2)\C=C\C2=CC=CC=C2)C(C)C)C=C1